(diphenylpyridinyl)carbazole C1(=CC=CC=C1)C1=C(C(=NC=C1)C1=CC=CC=2C3=CC=CC=C3NC12)C1=CC=CC=C1